CN1C(C(=C(C=C1C)C)C=1C=CC(=C2COCC12)CCC(=O)O)=O 3-(7-(1,4,6-trimethyl-2-oxo-1,2-dihydropyridin-3-yl)-1,3-dihydroisobenzofuran-4-yl)propanoic acid